N-(5-methyl-2-(2-methyl-1,4-diazepan-1-yl)pyrimidin-4-yl)-1H-indazol-5-amine CC=1C(=NC(=NC1)N1C(CNCCC1)C)NC=1C=C2C=NNC2=CC1